8-fluoro-6-(1-((5-(methoxy-d3)-1-methyl-1H-pyrazol-4-yl)sulfonyl)piperidin-4-yl)-7-methyl-[1,2,4]triazolo[1,5-a]pyridine FC=1C=2N(C=C(C1C)C1CCN(CC1)S(=O)(=O)C=1C=NN(C1OC([2H])([2H])[2H])C)N=CN2